FC1=CC=C(NC2=NN(C3=C2C=NC(=C3)C(=O)N3C2CC(CC3CC2)O)CC(F)(F)F)C=C1 [3-(4-fluoroanilino)-1-(2,2,2-trifluoroethyl)pyrazolo[4,3-c]pyridin-6-yl]-(3-endo-hydroxy-8-azabicyclo[3.2.1]octan-8-yl)methanone